(R)-6-(2-(3-chlorophenyl)-2-hydroxyacetyl)-2-(1-(4-(tetrahydro-2H-pyran-4-yl)thiophen-2-yl)cyclopropyl)-5,6,7,8-tetrahydropyrido[4,3-d]pyrimidin-4(3H)-one ClC=1C=C(C=CC1)[C@H](C(=O)N1CC2=C(N=C(NC2=O)C2(CC2)C=2SC=C(C2)C2CCOCC2)CC1)O